C(C)(=O)N(C1=C(C=C(C=C1)C1=CC=C(C=N1)C(=O)NCC=1C=NC(=CC1)Cl)Cl)CC1CC1 6-[4-[acetyl-(cyclopropylmethyl)amino]-3-chloro-phenyl]-N-[(6-chloro-3-pyridinyl)methyl]pyridine-3-carboxamide